(4-amino-3,5-difluorophenyl)(8-(5,5-dimethyl-1,3,2-dioxaborinan-2-yl)indolizin-3-yl)methanone NC1=C(C=C(C=C1F)C(=O)C1=CC=C2C(=CC=CN12)B1OCC(CO1)(C)C)F